N-(1-methylimidazo[1,5-a]pyridin-8-yl)-1-(4-(trifluoromethyl)pyridin-2-yl)-1H-pyrazole-4-sulfonamide CC=1N=CN2C1C(=CC=C2)NS(=O)(=O)C=2C=NN(C2)C2=NC=CC(=C2)C(F)(F)F